C(C)(C)(C)OC(=O)N1C(C2=CC=CC=C2CC1)C(NCC(CN1CC2=CC=CC=C2CC1)O)=O ((3-(3,4-dihydroisoquinoline-2(1H)-yl)-2-hydroxypropyl)carbamoyl)-3,4-dihydroisoquinoline-2(1H)-carboxylic acid tert-butyl ester